((3S,7aS)-3-((cyclobutylmethoxy)methyl)tetrahydro-1H-pyrrolizin-7a(5H)-yl)methanol C1(CCC1)COC[C@@H]1CC[C@@]2(CCCN12)CO